thiomorpholine-1,1-dioxide formate C(=O)O.N1CCS(CC1)(=O)=O